4-[(2,6-difluoro-3-methylphenyl)methyl]-N-{[4-(furan-2-yl)phenyl]methyl}-6-methyl-1-(2-methylpropanoyl)piperazine-2-carboxamide FC1=C(C(=CC=C1C)F)CN1CC(N(C(C1)C)C(C(C)C)=O)C(=O)NCC1=CC=C(C=C1)C=1OC=CC1